acetonitrile-d2 C(C([2H])[2H])#N